COC1=CC=C2C(=CC=NC2=C1)OC1=CC=C(C=C1)[S@@](=O)(N[C@@H](C)C1=CC=NN1C)=N (S)-4-((7-methoxyquinolin-4-yl)oxy)-N-((S)-1-(1-methyl-1H-pyrazol-5-yl)ethyl)benzenesulfonimidamide